(4-((3-(7-(((3S,4R)-3-fluoro-1-(tetrahydrofuran-3-yl)piperidin-4-yl)amino)-3-(2,2,2-trifluoroethyl)benzo[b]thiophen-2-yl)prop-2-yn-1-yl)amino)-3-methoxyphenyl)dimethylphosphine oxide F[C@H]1CN(CC[C@H]1NC1=CC=CC2=C1SC(=C2CC(F)(F)F)C#CCNC2=C(C=C(C=C2)P(C)(C)=O)OC)C2COCC2